1-(3-Chloroanilino)-4-oxo-cyclohexanecarboxylic acid ethyl ester C(C)OC(=O)C1(CCC(CC1)=O)NC1=CC(=CC=C1)Cl